5-((dimethylamino)methyl)-N-(5-fluorobenzo[d]oxazol-2-yl)-7-methylbenzo[d]oxazol-2-amine CN(C)CC=1C=C(C2=C(N=C(O2)NC=2OC3=C(N2)C=C(C=C3)F)C1)C